methyl-4-piperidinyl propionate C(CC)(=O)OC1CCN(CC1)C